(R)-2-methyl-1-(5-(pentafluoro-λ6-sulfanyl)pyridin-2-yl)piperazine hydrochloride Cl.C[C@H]1N(CCNC1)C1=NC=C(C=C1)S(F)(F)(F)(F)F